(E)-3-(4-bromo-2-iodo-6-nitro-phenyl)-2-(cyanomethyl)prop-2-enoic acid ethyl ester C(C)OC(\C(=C\C1=C(C=C(C=C1[N+](=O)[O-])Br)I)\CC#N)=O